C(C)(C)(C)P(C1=C(C(=C(C(=C1C1=C(C=C(C=C1C(C)C)C(C)C)C(C)C)C)C)C)C)C(C)(C)C di-tert-butyl-[2,3,4,5-tetramethyl-6-(2,4,6-triisopropylphenyl)phenyl]phosphane